NC1=C(C(=O)N2CCC(CC2)C2=NC=NC3=CC(=CC=C23)N2CCN(CC2)CCCC2=C3CN(C(C3=CC=C2)=O)C2C(NC(CC2)=O)=O)C=CC(=C1)OC(F)(F)F 3-(4-(3-(4-(4-(1-(2-amino-4-(trifluoromethoxy)benzoyl)piperidin-4-yl)quinazolin-7-yl)piperazin-1-yl)propyl)-1-oxoisoindolin-2-yl)piperidine-2,6-dione